FC1([C@H](C1)C(=O)NC=1N=CC2=CC(=NC=C2C1)C=1C=NC(=CC1C)[C@@H](CCC)O)F (1R)-2,2-difluoro-N-(7-{6-[(1R)-1-hydroxybutyl]-4-methylpyridin-3-yl}-2,6-naphthyridin-3-yl)cyclopropane-1-carboxamide